butyl-(1-(2-(2,6-dioxopiperidin-3-yl)-1-oxoisoindolin-5-yl)piperidin-4-yl)(methyl)carbamate C(CCC)OC(N(C)C1CCN(CC1)C=1C=C2CN(C(C2=CC1)=O)C1C(NC(CC1)=O)=O)=O